N1=CC(=CC=C1)CNCCN(C)C 1-{3-pyridyl}-5-methyl-2,5-diazahexane